OC1=CC=C2C(=N1)C(OCC2=O)C 2-hydroxy-8-methyl-6H-pyrano[3,4-b]pyridin-5(8H)-one